O=C(C(=O)O)CCCC oxocaproic acid